OC(=O)C(F)(F)F.FC=1C=C(C=NC1)C1=NN=C(O1)C12CC(C1)(C2)N 1-[5-(5-fluoro-3-pyridyl)-1,3,4-oxadiazol-2-yl]bicyclo[1.1.1]pentan-3-amine TFA Salt